4-amino-2-(3-aminoprop-1-yn-1-yl)-6-methylbenzoic acid methyl ester COC(C1=C(C=C(C=C1C)N)C#CCN)=O